dichloro[1,3-bis(2,6-diisopropylphenyl)imidazole-2-ylidene](3-chloropyridyl)palladium(II) Cl[Pd-3](C1=NC=CC=C1Cl)(=C1N(C=CN1C1=C(C=CC=C1C(C)C)C(C)C)C1=C(C=CC=C1C(C)C)C(C)C)Cl